6-benzoyl-2-[2-deoxy-2-fluoro-3,5-bis-O-(oxan-2-yl)-β-D-ribofuranosyl]-6,7,8,9-tetrahydro-2H-2,3,5,6-tetraazabenzo[cd]azulene C(C1=CC=CC=C1)(=O)N1C=2C3=C(N(C=C3CCC1)[C@H]1[C@@H]([C@H](OC3OCCCC3)[C@H](O1)COC1OCCCC1)F)N=CN2